The molecule is a phenylalanine derivative that is methyl phenylalaninate substituted by a nitro group at position 4 on the benzene ring. It is an alpha-amino acid ester and a phenylalanine derivative. It derives from a 4-nitrophenylalanine. COC(=O)C(CC1=CC=C(C=C1)[N+](=O)[O-])N